C1(CCCC1)CN1C(=NC2=NC=C(C=C21)C=2C(=NOC2C)C)C 4-(1-(cyclopentylmethyl)-2-methyl-1H-imidazo[4,5-b]pyridin-6-yl)-3,5-dimethylisoxazole